ClC1=C(C(=C(C=C1)N1CCN(CC1)C1C(CNCC1)(F)F)F)F 1-(4-Chloro-2,3-difluorophenyl)-4-(3,3-difluoropiperidin-4-yl)piperazine